1,3-dichloro-1,1-dimethyl-3,3-diphenyl-disilazane Cl[Si](N[Si](C1=CC=CC=C1)(C1=CC=CC=C1)Cl)(C)C